4-(dimethylamino)but-2-enamide trifluoroacetic acid salt FC(C(=O)O)(F)F.CN(CC=CC(=O)N)C